C1=CC=CC=2C3=CC=CC=C3C(C12)COC(=O)N([C@H](C(=O)O)CCCN/C(=N\[H])/N(S(=O)(=O)C=1C(=C(C2=C(CC(O2)(C)C)C1C)C)C)C)C (2S)-2-({[(9H-fluoren-9-yl)methoxy]carbonyl}(methyl)amino)-5-[(E)-N'-methyl-N'-[(2,2,4,6,7-pentamethyl-2,3-dihydro-1-benzofuran-5-yl)sulfonyl]carbamimidamido]pentanoic acid